FC(C1=CC(=CC=2N1N=CN2)C)C2=CC=C(C=C2)OC(F)(F)F 5-[fluoro[4-(trifluoromethoxy)phenyl]methyl]-7-methyl[1,2,4]triazolo[1,5-a]pyridine